3-(1-amino-2-(3,5-difluorophenyl)ethyl)-1,4-dibromo-6,7-dihydro-5H-cyclopenta[c]pyridin-6-ol hydrochloride Cl.NC(CC1=CC(=CC(=C1)F)F)C1=C(C2=C(C(=N1)Br)CC(C2)O)Br